dipotassium ammonium salt [NH4+].[K+].[K+]